(S)-1-(4-methoxybenzyl)-3-(4-((2-methyl-5-oxopyrrolidin-1-yl)methyl)phenyl)urea COC1=CC=C(CNC(=O)NC2=CC=C(C=C2)CN2[C@H](CCC2=O)C)C=C1